1-cyclopropyl-3-(trimethylsilyl)prop-2-yn-1-one C1(CC1)C(C#C[Si](C)(C)C)=O